C(C)(C)(C)OC(=O)N(C)[C@H](C(CC(=O)OC)=O)C methyl (S)-4-[N-(tert-butoxycarbonyl)-N-methylamino]-3-oxopentanoate